Cl.N1C(N)=NC=2N=CNC2C1=O guanine HCl